ClC=1C=C2C(=C3C=C(N(C13)CCNC1=NC=NC(=C1)C1=CC(=C(C=C1)C1=NN=NN1)NCC)C)OCO2 [2-(5-Chloro-7-methyl-[1,3]dioxolo[4,5-e]indol-6-yl)-ethyl]-{6-[3-ethylamino-4-(1H-tetrazol-5-yl)-phenyl]-pyrimidin-4-yl}-amin